(S)-4-amino-2-carboxymethyl-1,3,4,5-tetrahydro-2H-[2]-benzazepin-3-one N[C@@H]1C(N(CC2=C(C1)C=CC=C2)CC(=O)O)=O